BrC1=C(C=C(C(=O)N2CCC=3C(=NN4CCN(C[C@@H]2C34)C(=O)OC(C)(C)C)C3=CC=C(C=C3)C(C)C)C=C1)OC |r| (rac)-tert-butyl 5-(4-bromo-3-methoxybenzoyl)-2-(4-isopropylphenyl)-4,5,5a,6,8,9-hexahydro-1,5,7,9a-tetraazabenzo[cd]azulene-7(3H)-carboxylate